O=C1NC(CCC1N1C(C2=CC=CC(=C2C1=O)NC1CCN(CC1)CCCNC(OCC1=CC=CC=C1)=O)=O)=O 1-Benzyl N-[3-[4-[[2-(2,6-dioxo-3-piperidyl)-1,3-dioxo-isoindolin-4-yl]amino]-1-piperidyl] propyl]carbamate